CC(C)OC1=CC=C(C=C1)C1=CC=CC=C1 4-(1-methylethoxy)-1,1'-biphenyl